(S)-N-(4-tert-butylphenyl)-2-(4-methylphenylsulfonamido)-N1-(4-morpholinophenyl)pentanediamide C(C)(C)(C)C1=CC=C(C=C1)N(C([C@H](CCC(=O)N)NS(=O)(=O)C1=CC=C(C=C1)C)=O)C1=CC=C(C=C1)N1CCOCC1